4-(1-(4-(((2,2-Difluoroethyl)amino)methyl)-2-(trifluoromethyl)phenyl)-1H-imidazol-4-yl)-N-(1-(methylsulfonyl)piperidin-4-yl)-5-(trifluoromethyl)pyrimidin-2-amine FC(CNCC1=CC(=C(C=C1)N1C=NC(=C1)C1=NC(=NC=C1C(F)(F)F)NC1CCN(CC1)S(=O)(=O)C)C(F)(F)F)F